tert-butyl 8-[4-(4,4,5,5-tetramethyl-1,3,2-dioxaborolan-2-yl)phenyl]-2-azaspiro[4.4]non-7-ene-2-carboxylate CC1(OB(OC1(C)C)C1=CC=C(C=C1)C1=CCC2(CCN(C2)C(=O)OC(C)(C)C)C1)C